(2R)-2-(6-{5-chloro-2-[(oxan-4-yl)amino]pyrimidin-4-yl}-1-oxo-2,3-dihydro-1H-isoindol-2-yl)-N-[(1S)-2-hydroxy-1-(6-methylpyridin-2-yl)ethyl]propanamide ClC=1C(=NC(=NC1)NC1CCOCC1)C1=CC=C2CN(C(C2=C1)=O)[C@@H](C(=O)N[C@H](CO)C1=NC(=CC=C1)C)C